6-ethylimidazo[1,5-a]pyrazine-5-carbaldehyde C(C)C=1N=CC=2N(C1C=O)C=NC2